C(CC)C=1C=C(C=CC1)O m-propyl-phenol